BrCC1=CC(=C(C(=O)OC)C=C1F)F methyl 4-(bromomethyl)-2,5-difluoro-benzoate